(1-(3-chloro-4-(2-(2-methylbiphenyl-3-yl)ethenyl)benzyl)pyrrolidin-2-yl)methanol ClC=1C=C(CN2C(CCC2)CO)C=CC1C=CC=1C(=C(C=CC1)C1=CC=CC=C1)C